(4-(4-fluorophenyl)piperazin-1-yl)(6-(4-(trifluoromethyl)phenyl)pyrazin-2-yl)methanone FC1=CC=C(C=C1)N1CCN(CC1)C(=O)C1=NC(=CN=C1)C1=CC=C(C=C1)C(F)(F)F